C(C)(=O)OCC1=C(C(=CC(=C1)Cl)S(NC1=C(C(=C(C=C1)F)C#CC1=CN=C(N=N1)N)F)(=O)=O)Cl 3-(N-(3-((3-amino-1,2,4-triazin-6-yl) ethynyl)-2,4-difluorophenyl) sulfamoyl)-2,5-dichlorobenzyl acetate